6-(5-chloro-2-pyridyl)-5,7-dioxo-6,7-dihydro-5H-pyrrolo(3,4-b)pyrazine ClC=1C=CC(=NC1)N1C(C2=NC=CN=C2C1=O)=O